2-(1-(2,6-Dioxopiperidin-3-yl)-3-methyl-2-oxo-2,3-dihydro-1H-benzo[d]imidazol-5-yl)acetaldehyde O=C1NC(CCC1N1C(N(C2=C1C=CC(=C2)CC=O)C)=O)=O